3-(1,2,5,6-tetrahydropyridin-3-yl)-1,2-benzothiazole-7-carbonitrile N1CC(=CCC1)C1=NSC2=C1C=CC=C2C#N